N-phenylphenylnitrone C1(=CC=CC=C1)[N+](=CC1=CC=CC=C1)[O-]